C(C)OC(=O)C1=NC2=CC(=C(C=C2C(=N1)O)OCCOC)OC 4-hydroxy-7-methoxy-6-(2-methoxyethoxy)quinazoline-2-carboxylic acid ethyl ester